4,4'-[(4-hydroxyphenyl)methylene]bis(2-methylphenol) OC1=CC=C(C=C1)C(C1=CC(=C(C=C1)O)C)C1=CC(=C(C=C1)O)C